C(C)OS(=O)(=O)OCC.C(C(=C)C)(=O)OCCN(C)C N,N-dimethylaminoethyl methacrylate diethyl-sulphate